CS(=O)(=O)O[Pd] ((methylsulfonyl)oxy)palladium